2-methacryloyloxyethyl-dodecylmethyloctylammonium C(C(=C)C)(=O)OCC[N+](CCCCCCCC)(C)CCCCCCCCCCCC